(R)-5-(1-(1-(5-(5-(difluoromethyl)-1,3,4-oxadiazol-2-yl)pyridin-2-yl)ethyl)-1H-1,2,3-triazol-4-yl)pyridin-2-amine FC(C1=NN=C(O1)C=1C=CC(=NC1)[C@@H](C)N1N=NC(=C1)C=1C=CC(=NC1)N)F